CN1CCN(CC1)CCNC1=NC(=NC2=CC=CC=C12)NCCC1=CC(=CC=C1)C(F)(F)F N4-(2-(4-methylpiperazin-1-yl)ethyl)-N2-(3-(trifluoromethyl)phenethyl)quinazoline-2,4-diamine